(4'-((4-(cis-3-hydroxycyclobutoxy)-6-(methylsulfonyl)pyridin-2-yl)amino)-5-(2-hydroxypropan-2-yl)-[2,3'-bipyridin]-6'-yl)acetamide O[C@H]1C[C@H](C1)OC1=CC(=NC(=C1)S(=O)(=O)C)NC1=C(C=NC(=C1)CC(=O)N)C1=NC=C(C=C1)C(C)(C)O